(5R)-3-(2,2-dimethylpropyl)-5,8,8-trimethyl-5-phenyl-9,10-dihydro-7H-benzo[b][1,8]naphthyridin-6-one CC(CC1=CC=2[C@](C3=C(NC2N=C1)CC(CC3=O)(C)C)(C3=CC=CC=C3)C)(C)C